(3-(4,4,5,5-tetramethyl-1,3,2-dioxaborolan-2-yl)phenyl)-10H-phenoxazine CC1(OB(OC1(C)C)C=1C=C(C=CC1)C1=CC=CC=2OC3=CC=CC=C3NC12)C